N1=CN=C2N=CNC2=C1[2H] purine-6-d